(S)-tert-butyl (1-(5-(2-chloroquinolin-6-yl)-1H-imidazol-2-yl)-7-oxononyl)carbamate ClC1=NC2=CC=C(C=C2C=C1)C1=CN=C(N1)[C@H](CCCCCC(CC)=O)NC(OC(C)(C)C)=O